tert-butyl 6-[2-(4-tert-butoxycarbonylpiperazin-1-yl)thiazol-4-yl]-2-(2,6-dimethyl-4-pyridyl)-3-methyl-indole-1-carboxylate C(C)(C)(C)OC(=O)N1CCN(CC1)C=1SC=C(N1)C1=CC=C2C(=C(N(C2=C1)C(=O)OC(C)(C)C)C1=CC(=NC(=C1)C)C)C